O=C1N(CC2=CC(=CC=C12)N1C(N(CC1)C1=CC=C(C=C1)C)=O)C1C(NC(CC1)=O)=O 3-(1-oxo-5-(2-oxo-3-(p-tolyl)imidazolidin-1-yl)isoindolin-2-yl)piperidine-2,6-dione